6-(N-(4-chloro-2-((N-(furan-2-ylmethyl)cyclopropanecarboxamido)methyl)phenyl)-N-ethylsulfamoyl)benzo[b]Thiophene-2-carboxylic acid ethyl ester C(C)OC(=O)C1=CC2=C(S1)C=C(C=C2)S(N(CC)C2=C(C=C(C=C2)Cl)CN(C(=O)C2CC2)CC=2OC=CC2)(=O)=O